((2R,3R,4R,5R,6R)-3,4,5-tris(benzyloxy)-6-ethynyl-tetrahydro-2H-pyran-2-yl)methanol C(C1=CC=CC=C1)O[C@@H]1[C@H](O[C@@H]([C@H]([C@H]1OCC1=CC=CC=C1)OCC1=CC=CC=C1)C#C)CO